N9-(β-glucopyranosyl)-N2,N2-dimethylguanine [C@@H]1([C@H](O)[C@@H](O)[C@H](O)[C@H](O1)CO)N1C=2N=C(NC(C2N=C1)=O)N(C)C